tert-butyl 2-(2-{2-[2-(methanesulfonyloxy)-ethoxy]ethoxy} ethoxy)acetate CS(=O)(=O)OCCOCCOCCOCC(=O)OC(C)(C)C